(7-nitro-3-phenyl-1H-indol-5-yl)methanol benzyl-5-[1-(diethoxyphosphoryl)-2-hydroxyethyl]-1-benzothiophene-2-carboxylate C(C1=CC=CC=C1)C1=C(SC2=C1C=C(C=C2)C(CO)P(=O)(OCC)OCC)C(=O)OCC=2C=C1C(=CNC1=C(C2)[N+](=O)[O-])C2=CC=CC=C2